3-(1H-indol-4-yl)-5-((2-methoxyphenyl)amino)pyridin-2(1H)-one N1C=CC2=C(C=CC=C12)C=1C(NC=C(C1)NC1=C(C=CC=C1)OC)=O